tert-butyl 4-(3-(4-(4-fluorophenyl)butyl)-2-oxo-2,3-dihydro-1H-benzo[d]imidazol-1-yl)piperidine-1-carboxylate FC1=CC=C(C=C1)CCCCN1C(N(C2=C1C=CC=C2)C2CCN(CC2)C(=O)OC(C)(C)C)=O